6-(morpholinomethyl)-N2-(p-tolyl)-1,3,5-triazine-2,4-diamine O1CCN(CC1)CC1=NC(=NC(=N1)NC1=CC=C(C=C1)C)N